CN1C=C(C=C1C(C(N[C@@H](C(F)(F)F)C)=O)=O)C(=O)O (R)-1-methyl-5-(2-oxo-2-((1,1,1-trifluoroprop-2-yl)amino)acetyl)-1H-pyrrole-3-carboxylic acid